2-Methyl-Propen CC(=C)C